5-chloro-2-methyl-2,3,3a,12b-tetrahydro-1H-dibenzo[2,3:6,7]oxepino[4,5-c]pyrrole ClC=1C=CC2=C(C3C(CN(C3)C)C3=C(O2)C=CC=C3)C1